C(C=C)SCC(=O)O 2-(prop-2-en-1-ylsulfanyl)acetic acid